1-(6-chloro-3-(trifluoromethyl)-1-((2-(trimethylsilyl)ethoxy)methyl)-1H-pyrrolo[2,3-b]pyridin-4-yl)-N2,N2-dimethylethane-1,2-diamine ClC1=CC(=C2C(=N1)N(C=C2C(F)(F)F)COCC[Si](C)(C)C)C(CN(C)C)N